C(C(C)C)[Hf]CC(C)C diisobutylhafnium